dodeca-11-enoate C(CCCCCCCCCC=C)(=O)[O-]